NC1=NC(=C2N=CN(C2=N1)CC1=CC(=C(C=C1)N)C(F)(F)F)C1=NC=CC(=C1)C#N 2-[2-amino-9-[[4-amino-3-(trifluoromethyl)-phenyl]methyl]purin-6-yl]pyridine-4-carbonitrile